FC=1C=C2CN(CC2=CC1)C(=O)NC1=CC=C(C=C1)C12CCC(CC1)(CC2)NC(=O)NCCF 5-fluoro-N-(4-(4-(3-(2-fluoroethyl)ureido)bicyclo[2.2.2]octan-1-yl)phenyl)isoindoline-2-carboxamide